2,2,2-trichloroethyl ((2-(6-chloro-9H-carbazol-2-yl)propanoyl)oxy)carbamate ClC=1C=C2C=3C=CC(=CC3NC2=CC1)C(C(=O)ONC(OCC(Cl)(Cl)Cl)=O)C